CC([C@@H](C(=O)O)N(C(=O)N1C[C@@]2(CN(CO2)C(C=C)=O)CC1)C)C (2S)-3-methyl-2-{methyl-[(5S)-3-(prop-2-enoyl)-1-oxa-3,7-diazaspiro[4.4]nonan-7-yl]carbonylamino}butyric acid